C(C)(C)C1C2C3C4C=CC(C3C(C1)C2)C4 8-isopropyltetracyclo[4.4.0.12,5.17,10]-3-dodecene